5-(2-(benzyloxy)-4-(trifluoromethyl)phenyl)-N-((3R,5R)-5-fluoro-1-methylpiperidin-3-yl)-N-methylimidazo[1,2-d][1,2,4]triazin-8-amine C(C1=CC=CC=C1)OC1=C(C=CC(=C1)C(F)(F)F)C1=NN=C(C=2N1C=CN2)N(C)[C@H]2CN(C[C@@H](C2)F)C